(Z)-3-(((2R,3R)-3-butyl-2-fluoro-7-(methylthio)-1,1-dioxido-5-phenyl-2,3,4,5-tetrahydrobenzo[b][1,4]thiazepin-8-yl)oxy)-2-fluoroacrylic acid C(CCC)[C@@H]1CN(C2=C(S([C@H]1F)(=O)=O)C=C(C(=C2)SC)O\C=C(\C(=O)O)/F)C2=CC=CC=C2